CC1(OC=2C(C=C1)=C(C=C(C2)CCCCC)O)CCC(C(=C)C)O 2-Methyl-2-(3-hydroxy-4-methyl-4-pentenyl)-7-pentyl-2H-1-benzopyran-5-ol